The molecule is an organosulfonate oxoanion which is the trianion obtained by the deprotonation of the sulfo groups of tetrasulfocyanine acid. It is a conjugate base of a tetrasulfocyanine acid. C/C(=C\\C=C\\C1=[N+](C2=C(C1(C)C)C=C(C=C2)S(=O)(=O)[O-])CCS(=O)(=O)[O-])/C=C/C=C/3\\C(C4=C(N3CCS(=O)(=O)[O-])C=CC(=C4)S(=O)(=O)[O-])(C)C